C(C)(=O)NC=1C=C(C=C(C1)C(=O)NCC(CO)O)C(=O)NCC(CO)O 5-(acetamido)-N,N'-bis(2,3-dihydroxypropyl)-1,3-benzenedicarboxamide